tert-Butyl (S)-3-(1-(4'-fluoro-[1,1'-biphenyl]-4-yl)-2-oxo-1,2-dihydro-3H-imidazo[4,5-b]pyridin-3-yl)pyrrolidine-1-carboxylate FC1=CC=C(C=C1)C1=CC=C(C=C1)N1C(N(C2=NC=CC=C21)[C@@H]2CN(CC2)C(=O)OC(C)(C)C)=O